5-[1-hydroxy-2-(5-methyl-2-nitrophenyl)ethylidene]-2,2-dimethyl-1,3-dioxane-4,6-dione OC(CC1=C(C=CC(=C1)C)[N+](=O)[O-])=C1C(OC(OC1=O)(C)C)=O